N-[(1R)-1-[3-(2-Aminopyrimidin-5-yl)phenyl]ethyl]-2-methyl-5-(4-methylpiperazin-1-yl)benzamide NC1=NC=C(C=N1)C=1C=C(C=CC1)[C@@H](C)NC(C1=C(C=CC(=C1)N1CCN(CC1)C)C)=O